(5-(9-Borabicyclo[3.3.1]non-9-yl)pentyl)bis(adamantan-1-yl)phosphane C12CCCC(CCC1)B2CCCCCP(C21CC3CC(CC(C2)C3)C1)C13CC2CC(CC(C1)C2)C3